[2-(2-{4-[2-(dimethylamino)ethoxy]phenyl}ethyl)-2H-indazol-4-yl]boronic acid CN(CCOC1=CC=C(C=C1)CCN1N=C2C=CC=C(C2=C1)B(O)O)C